diamino[1,1'-biphenyl]-3-sulfonic acid NC1=C(C(=C(C=C1)C1=CC=CC=C1)N)S(=O)(=O)O